(7S)-4,7,8-trimethyl-2-((cis-3-(3,4,5-trifluorophenoxy)cyclopentyl)amino)-7,8-dihydropteridin-6(5H)-one CC1=NC(=NC=2N([C@H](C(NC12)=O)C)C)N[C@@H]1C[C@@H](CC1)OC1=CC(=C(C(=C1)F)F)F